CC1=C(C(=O)[C@@H]2[C@@]([C@H]1/C=C/C3=CC(=O)OC3)(CCCC2(C)C)C)O The molecule is a labdane diterpenoid that is 7,11,13-labdatrien-16,15-olide substituted by a hydroxy group at position 7 and an oxo group at position 6. Isolated from the rhizomes of Hedychium spicatum, it exhibits cytotoxicity against the Colo-205 (Colo-cancer), A-431 (skin cancer), MCF-7 (breast cancer), A-549 (lung cancer) and Chinese hamster ovary cells (CHO). It has a role as a metabolite and an antineoplastic agent. It is a labdane diterpenoid, a butenolide, an enol, an enone and a member of octahydronaphthalenes.